(2-hydroxyethyl)(methyl)carbamic acid tert-butyl ester C(C)(C)(C)OC(N(C)CCO)=O